8-methoxy-6-(2-methyl-6-(4-methylpiperazin-1-yl)-2H-indazol-3-yl)-2-(2,2,2-trifluoroethyl)-3,4-dihydroisoquinolin-1(2H)-one COC=1C=C(C=C2CCN(C(C12)=O)CC(F)(F)F)C=1N(N=C2C=C(C=CC12)N1CCN(CC1)C)C